BrC=1C2=C(C(=NC1)SC(F)(F)F)C1(CC2)OCCO1 4'-bromo-1'-(trifluoromethylsulfanyl)spiro[1,3-dioxolane-2,7'-5,6-dihydrocyclopenta[c]pyridine]